O[C@H]1C[C@H](N(C1)C(CNC(C1=CC=C(C=C1)OC1=CC=CC=C1)=O)=O)C(=O)OC methyl (2S,4S)-4-hydroxy-1-((4-phenoxybenzoyl)glycyl)pyrrolidine-2-carboxylate